2,2-Bis[4-(4-aminophenoxy)-3-methylphenyl]propane tert-Butyl-2-{[1-(6-amino-2,3-difluorophenyl)ethyl]amino}acetate C(C)(C)(C)OC(CNC(C)C1=C(C(=CC=C1N)F)F)=O.NC1=CC=C(OC2=C(C=C(C=C2)C(C)(C)C2=CC(=C(C=C2)OC2=CC=C(C=C2)N)C)C)C=C1